N,P,P-Triphenylphosphinothioic amide C1=CC=C(C=C1)NP(=S)(C2=CC=CC=C2)C3=CC=CC=C3